CC1N(CC=2C=C(C=NC2C1)C(F)(F)F)C(=O)OC(C)(C)C tert-butyl 7-methyl-3-(trifluoromethyl)-7,8-dihydro-1,6-naphthyridine-6(5H)-carboxylate